N-(3-fluoro-4-piperidinyl)-N-methyl-carbamic acid tert-butyl ester C(C)(C)(C)OC(N(C)C1C(CNCC1)F)=O